2,2-dimethyl-4,11-dioxo-12-(2-(2-(prop-2-yn-1-yloxy)ethoxy)ethyl)-3,8,15,18,21-pentaoxa-5,12-diazatetracosan-24-oic acid CC(C)(OC(NCCOCCC(N(CCOCCOCCOCCC(=O)O)CCOCCOCC#C)=O)=O)C